O=C1N(C(C2=CC=CC=C12)=O)CCOCCOCCOCCOCCOCCOCCOC1CCN(CC1)C(=O)OC(C)(C)C tert-butyl 4-[2-[2-[2-[2-[2-[2-[2-(1,3-dioxoisoindolin-2-yl)ethoxy]ethoxy]ethoxy]ethoxy]ethoxy]ethoxy]ethoxy]piperidine-1-carboxylate